tert-butyl 4-(6-{2,8-dimethylimidazo[1,2-b]pyridazin-6-yl}-8-fluoro-1-oxoisoquinolin-2-yl)piperidine-1-carboxylate CC=1N=C2N(N=C(C=C2C)C=2C=C3C=CN(C(C3=C(C2)F)=O)C2CCN(CC2)C(=O)OC(C)(C)C)C1